((1,1,7-trimethyldecahydro-3a,7-methanocyclopenta[8]annulen-3-yl)oxy)pentan CC1(CC(C23C1CCC(CCC2)(C3)C)OCCCCC)C